tert-Butyl 2-(5-(chloromethyl)-1,2,4-oxadiazol-3-yl)acetate ClCC1=NC(=NO1)CC(=O)OC(C)(C)C